CC1C2=CN(N=C2C2=C(C1)OC(=C2C(F)(F)F)C(=O)NC[C@H]2OCCC2)CC=2C=NC(=CC2)C 4-methyl-2-[(6-methylpyridin-3-yl)methyl]-N-{[(2S)-oxolane-2-yl]methyl}-8-(trifluoromethyl)-4,5-dihydro-2H-furo[2,3-g]indazole-7-carboxamide